perfluoro iodo-ethyl-vinyl ether IC(=COF)CC